5-(4-bromophenyl)thiazole BrC1=CC=C(C=C1)C1=CN=CS1